2-chloro-5-(trifluoromethyl)pyridine-3-carboxylic acid methyl ester COC(=O)C=1C(=NC=C(C1)C(F)(F)F)Cl